C(N)(OC(C(C(=O)N[C@@H](C(C)(C)O)C1=CC=C(C=C1)OCC(CCC)C)C1=CC=CC=C1)C(C)(C)C)=O (tert-butyl 3-(((1R)-2-hydroxy-2-methyl-1-(4-((2-methylpentyl) oxy) phenyl) propyl) amino)-3-oxo-2-phenylpropyl) carbamate